2-(2-Bromobenzyl)hexanoyl chloride BrC1=C(CC(C(=O)Cl)CCCC)C=CC=C1